2-ethylhexanoate iron salt [Fe+2].C(C)C(C(=O)[O-])CCCC.C(C)C(C(=O)[O-])CCCC